FC=1C=C(C=CC1OC)C1=C(C=CC(=C1)F)C1=NC(=NO1)C1=CC=C(C=C1)C=1N(C=C(N1)C(F)(F)F)C 5-(3',5-difluoro-4'-methoxy-[1,1'-biphenyl]-2-yl)-3-(4-(1-methyl-4-(trifluoromethyl)-1H-imidazol-2-yl)phenyl)-1,2,4-oxadiazole